C(C)(=O)OC1=NC=C(N=C1)OC.[Li] lithium (5-methoxypyrazin-2-yl) acetate